N-(2-(4-((2S,6R)-2,6-dimethylmorpholino)piperidine-1-yl)-5-((6-((R)-3-(4-fluorophenyl)isoxazolidine-2-yl)pyrimidine-4-yl)amino)-4-methoxyphenyl)acrylamide C[C@@H]1O[C@@H](CN(C1)C1CCN(CC1)C1=C(C=C(C(=C1)OC)NC1=NC=NC(=C1)N1OCC[C@@H]1C1=CC=C(C=C1)F)NC(C=C)=O)C